BrC=1SC2=NC(=CC=C2N1)C1=CC=C(C=C1)OCCOC 2-bromo-5-(4-(2-methoxyethoxy)phenyl)thiazolo[5,4-b]pyridine